(S)-2-((tert-Butoxycarbonyl)amino)propionic acid neopentyl ester C(C(C)(C)C)OC([C@H](C)NC(=O)OC(C)(C)C)=O